C(#N)[C@@H]1[C@@H](C1)C(=O)NC=1N=CC2=C(N=C(C=C2C1)Cl)Cl |r| (±)-cis-2-cyano-N-(6,8-dichloro-2,7-naphthyridin-3-yl)cyclopropanecarboxamide